5-[1-(3-Hydroxy-4-methylphenyl)propyl]-2-methylphenol OC=1C=C(C=CC1C)C(CC)C=1C=CC(=C(C1)O)C